C(C)(=O)N1\C(\C(C2=CC=CC=C12)=O)=C/C1=NC2=CC=C(C=C2C=C1)C(=O)N1CCN(CC1)C(=O)OCC1(COC1)OC (3-methoxyoxetan-3-yl)methyl (Z)-4-(2-((1-acetyl-3-oxoindolin-2-ylidene)methyl)quinoline-6-carbonyl)piperazine-1-carboxylate